C(CCCCCCCCCC(=O)O)CCCCCCCCC=CC(=O)O docosenedioic acid